C(CCC)C1N(S(C2=C(N(C1)C1=CC=CC=C1)C=C(C(=C2)N2N=CC(=C2)C(=O)O)SC)(=O)=O)C 1-(3-butyl-2-methyl-7-(methylthio)-1,1-dioxido-5-phenyl-2,3,4,5-tetrahydrobenzo[f][1,2,5]thiadiazepin-8-yl)-1H-pyrazole-4-carboxylic acid